CC1=C(C=C(C2=C1C(N=C(S2)N2CCN(CC2)C(=O)C=2SC=CC2)=O)[N+](=O)[O-])C(F)(F)F 5-methyl-8-nitro-2-(4-(thiophene-2-carbonyl)piperazin-1-yl)-6-(trifluoromethyl)-4H-benzo[e][1,3]thiazin-4-one